2-[3-[4-[3-[3-[7-amino-2-(2-hydroxyphenyl)imidazo[1,2-a]pyrimidin-6-yl]prop-2-ynoxy]cyclobutoxy]-1-piperidyl]isoxazole-5-yl]-3-methyl-butanoic acid NC1=NC=2N(C=C1C#CCOC1CC(C1)OC1CCN(CC1)C1=NOC(=C1)C(C(=O)O)C(C)C)C=C(N2)C2=C(C=CC=C2)O